C(CCCCC)OC(CC(C(=O)O)ON=C(C)C)=O 2-(hexyloxy)-2-oxoethyl-(isopropylidene)aminooxyacetic acid